NC1=C2N=CN(C2=NC(=N1)SC1CCCCC1)[C@H]1[C@@H]([C@@H]([C@@]2(C[C@H]12)CO)O)O (1R,2R,3S,4R,5S)-4-(6-amino-2-(cyclohexylthio)-9H-purin-9-yl)-1-(hydroxymethyl)bicyclo[3.1.0]Hexane-2,3-diol